[Br-].C(CCCCC)N1CN(C=C1)C 1-hexyl-3-methylimidazole bromide salt